CC1=CC=C(C=C1)SC(C(C(=C)Br)(F)F)C1=CC=C(C=C1)Cl 3-bromo-1-(4-chlorophenyl)-2,2-difluorobut-3-en-1-yl 4-methylphenyl thioether